N-[3-tert-butyl-1-(quinolin-6-yl)-1H-pyrazol-5-yl]-N'-[2-fluoro-4-[(2-(methylcarbamoyl)pyridin-4-yl)oxy]phenyl]Urea C(C)(C)(C)C1=NN(C(=C1)NC(=O)NC1=C(C=C(C=C1)OC1=CC(=NC=C1)C(NC)=O)F)C=1C=C2C=CC=NC2=CC1